C(C)OC(CC1=C(C=CC(=C1)F)C#N)=O 2-(2-Cyano-5-fluorophenyl)acetic acid ethyl ester